N1=CC(=CC=C1)C=1C=C2C(=NC1)C(=CN2C)C(=O)N 6-(pyridin-3-yl)-1-methyl-1H-pyrrolo[3,2-b]pyridine-3-carboxamide